F[C@@H]1[C@@H](C1)C(=O)NC=1N=C2N(C=C(C=C2)C=2C=NC=C(C2C)F)C1 (1S,2S)-2-fluoro-N-(6-(5-fluoro-4-methylpyridin-3-yl)imidazo[1,2-a]pyridin-2-yl)cyclopropane-1-carboxamide